2-chloro-N-(3,5-dimethylphenyl)-N-(m-tolylmethyl)acetamide ClCC(=O)N(CC=1C=C(C=CC1)C)C1=CC(=CC(=C1)C)C